ClC=1C=NN(C(C1Cl)=O)C1CCN(CC1)S(=O)(=O)NC=1C=NC(=CC1)N(C)C 4-(4,5-dichloro-6-oxo-pyridazin-1-yl)-N-[6-(dimethylamino)-3-pyridyl]piperidine-1-sulfonamide